FC(CN1C(=NC2=C1C=C(C=C2)C=2C=CN1N=C(N=C(C12)OC)N[C@H]1CN(C[C@H]1F)C(C)=O)C)F 1-((3s,4r)-3-((5-(1-(2,2-difluoroethyl)-2-methyl-1H-benzo[d]imidazol-6-yl)-4-methoxypyrrolo[2,1-f][1,2,4]triazin-2-yl)amino)-4-fluoropyrrolidin-1-yl)ethan-1-one